(R)-N'-(((R)-3-(((tert-butyldimethylsilyl)oxy)methyl)-1,2,3,5,6,7-hexahydro-s-indacen-4-yl)carbamoyl)-2,2-dimethyl-N-trityl-2,3-dihydropyrazolo[5,1-b]oxazole-7-sulfonimidamide [Si](C)(C)(C(C)(C)C)OC[C@@H]1CCC2=CC=3CCCC3C(=C12)NC(=O)N=[S@@](=O)(NC(C1=CC=CC=C1)(C1=CC=CC=C1)C1=CC=CC=C1)C=1C=NN2C1OC(C2)(C)C